(3-chloro-2,4-difluorophenyl)-2-{[4-chloro-6-(trifluoromethyl)pyrimidin-2-yl](4H-1,2,4-triazol-3-yl)amino}-N-methylacetamide ClC=1C(=C(C=CC1F)C(C(=O)NC)N(C1=NN=CN1)C1=NC(=CC(=N1)Cl)C(F)(F)F)F